(S)-3-((3,4,5-trifluorobenzyl)oxy)-8,9,9a,10-tetrahydropyrimido[6',1':2,3]imidazo[1,5-c][1,3]oxazin-1(6H)-one FC=1C=C(COC2=NC(N3C(N4COCC[C@H]4C3)=C2)=O)C=C(C1F)F